FC1=C(C(=O)O)C=C(C=C1)CC1=NNC(C2=CC=CC=C12)=O 2-fluoro-5-(4-oxo-3,4-dihydrophthalazine-1-ylmethyl)benzoic acid